C(=O)(OCC1=CC=CC=C1)N([C@@H](CCCNC(N)=N)C(=O)O)C(=O)OCC1=CC=CC=C1 bis-CBZ-arginine